CC(C)CCC[C@@H](C)[C@H]1CC[C@H]2[C@@H]3CC=C4CCCC[C@]4(C)[C@H]3CC[C@]12C 5-cholestene